CS(=O)(=O)C1=CC=C(C=C1)CN1N=CC(=C1)B1OC(C(O1)(C)C)(C)C 1-[(4-methylsulfonylphenyl)methyl]-4-(4,4,5,5-tetramethyl-1,3,2-dioxaborolan-2-yl)pyrazole